2-(2'-Nitrophenyl-azo)-4-tert-octylphenol [N+](=O)([O-])C1=C(C=CC=C1)N=NC1=C(C=CC(=C1)C(C)(C)CC(C)(C)C)O